N1N=CC(=C1)CCNC1=NC(=NC(=C1F)C)C(=O)N[C@H](C)C1=NC(=CC=C1)F (R)-4-((2-(1H-pyrazol-4-yl)ethyl)amino)-5-fluoro-N-(1-(6-fluoropyridin-2-yl)ethyl)-6-methylpyrimidine-2-carboxamide